ClC=1C=CC2=C(C(N(CN(S2(=O)=O)[C@@H]([C@H](C)C2=C(C(=CC=C2F)C)C)C2=NNC(O2)=O)C)=O)C1 5-((1S,2R)-1-(7-chloro-4-methyl-1,1-dioxido-5-oxo-4,5-dihydrobenzo[f][1,2,4]thiadiazepin-2(3H)-yl)-2-(6-fluoro-2,3-dimethylphenyl)propyl)-1,3,4-oxadiazol-2(3H)-one